8-(4-(2-(3,4-difluorobenzyl)-1H-indol-7-yl)-1H-1,2,3-triazol-1-yl)-2H-chromen-2-one FC=1C=C(CC=2NC3=C(C=CC=C3C2)C=2N=NN(C2)C=2C=CC=C3C=CC(OC23)=O)C=CC1F